3-acrylamidophenylphenylboronic acid C(C=C)(=O)NC=1C=C(C=CC1)C1=C(C=CC=C1)B(O)O